(3-fluoro-4-methylphenethyl)propan-1-amine FC=1C=C(CCC(CC)N)C=CC1C